N-{4-[(3R,4R,5S)-3-amino-4-hydroxy-5-methylpiperidin-1-yl]-6,7-dihydro-5H-cyclopenta[b]pyridin-3-yl}-6-(2,6-difluorophenyl)-5-fluoropyridine-2-carboxamide N[C@@H]1CN(C[C@@H]([C@H]1O)C)C1=C2C(=NC=C1NC(=O)C1=NC(=C(C=C1)F)C1=C(C=CC=C1F)F)CCC2